8-[4-[(3S)-1-(3-fluoropropyl)pyrrolidin-3-yl]oxyphenyl]-7-[4-(trifluoromethyl-sulfanyl)phenyl]-5,6-dihydronaphthalen-2-ol FCCCN1C[C@H](CC1)OC1=CC=C(C=C1)C1=C(CCC=2C=CC(=CC12)O)C1=CC=C(C=C1)SC(F)(F)F